3-amino-2-butenoic acid-2-[(3,3-diphenyl propyl) methylamino]-1,1-dimethylethyl ester C1(=CC=CC=C1)C(CCN(CC(C)(C)OC(C=C(C)N)=O)C)C1=CC=CC=C1